OC=1C=C(C=CC1O)\C=C\C(CCCC1=CC=CC=C1)=O (E)-1-(3,4-dihydroxyphenyl)-6-phenylhex-1-en-3-one